(2S,4S)-4-(4,4-difluoropiperidin-1-yl)pyrrolidine-1,2-dicarboxylic acid FC1(CCN(CC1)[C@H]1C[C@H](N(C1)C(=O)O)C(=O)O)F